C(C)(C)(C)N=P1(N(CCCN1C)C)N(CC)CC 2-t-butylimino-2-diethylamino-1,3-dimethylperhydro-1,3,2-diazaphosphorine